C(=O)C=1C(NC(NC1)=O)=O 5-Formyluracil